Cl.CC1C(N(CCN1)CC1=C(C=C(C=C1)C=1C=2N(C=C(N1)C=1C=NN(C1)C)N=CC2)C)=O 3-Methyl-1-(2-methyl-4-(6-(1-methyl-1H-pyrazol-4-yl)pyrazolo[1,5-a]pyrazin-4-yl)benzyl)piperazin-2-one hydrochloride